fluorophenyl(naphthobenzofuranyl)anthracene FC=1C(=C(C2=CC3=CC=CC=C3C=C2C1)C1=COC=2C1=CC=C1C2C=CC2=CC=CC=C21)C2=CC=CC=C2